iso-decyl bromide C(CCCCCCC(C)C)Br